(4-(amino-methyl)piperidin-1-yl)(4-((3-(3-fluoro-4-methoxyphenyl)imidazo[1,2-a]pyrazin-8-yl)amino)-2-methyl-phenyl)methanone hydrochloride Cl.NCC1CCN(CC1)C(=O)C1=C(C=C(C=C1)NC=1C=2N(C=CN1)C(=CN2)C2=CC(=C(C=C2)OC)F)C